rac-5-chloro-2-fluoro-3-[4-fluoro-3-methyl-1-(oxetan-3-yl)piperidin-4-yl]pyridine ClC=1C=C(C(=NC1)F)C1(C(CN(CC1)C1COC1)C)F